CC1=NN(C=C1NC1=NC=C(C(=N1)NCCCN1C(CCC1)=O)C(F)(F)F)[C@H]1CNCC1 |r| rac-(R)-1-(3-((2-((3-methyl-1-(pyrrolidin-3-yl)-1H-pyrazol-4-yl)amino)-5-(trifluoromethyl)pyrimidin-4-yl)amino)propyl)pyrrolidin-2-one